3,4-dihydroxyl-phenyl-lactic acid OC=1C=C(C=CC1O)C(C(=O)O)(O)C